3-benzothiazolyl-2-mercapto-propyl-sulfonate sodium [Na+].S1C(=NC2=C1C=CC=C2)CC(CS(=O)(=O)[O-])S